FC(C=1N=C2N(C(=NC=3C(=CC(=CC23)C)C(C)NC2=C(C(=O)O)C=CC=C2)N2CCC(CC2)(F)F)C1)F 2-((1-(2-(difluoromethyl)-5-(4,4-difluoropiperidin-1-yl)-9-methylimidazo[1,2-c]quinazolin-7-yl)ethyl)amino)benzoic acid